N-(3-cyano-4-(7-fluoro-3-(1H-imidazol-2-yl)-1H-indazol-6-yl)pyridin-2-yl)-2-methoxypyridine-3-sulfonamide C(#N)C=1C(=NC=CC1C1=CC=C2C(=NNC2=C1F)C=1NC=CN1)NS(=O)(=O)C=1C(=NC=CC1)OC